fructosyl-alanine OCC1([C@@H](O)[C@H](O)[C@H](O1)CO)N[C@@H](C)C(=O)O